C(C1=CC(O)=C(O)C(O)=C1)(=O)C([C@]([C@]([C@@]([C@](C=O)(O)C(C1=CC(O)=C(O)C(O)=C1)=O)(O)C(C1=CC(O)=C(O)C(O)=C1)=O)(O)C(C1=CC(O)=C(O)C(O)=C1)=O)(O)C(C1=CC(O)=C(O)C(O)=C1)=O)(O)C(C1=CC(O)=C(O)C(O)=C1)=O hexagalloyl-glucose